N-(4-(2-((2S,5S)-2-(1-(4-bromophenyl)-3-(4-fluorophenyl)-1H-pyrazol-4-yl)-5-methyl-4-oxooxazolidin-3-yl)ethyl)phenyl)methanesulfonamide BrC1=CC=C(C=C1)N1N=C(C(=C1)[C@@H]1O[C@H](C(N1CCC1=CC=C(C=C1)NS(=O)(=O)C)=O)C)C1=CC=C(C=C1)F